O1COCC(C1)C[C@@H]1N(CCC2=C1NC1=CC=C(C=C21)Cl)C(=O)OC(C)(C)C tert-butyl (S)-1-((1,3-dioxan-5-yl)methyl)-6-chloro-1,3,4,9-tetrahydro-2H-pyrido[3,4-b]indole-2-carboxylate